(S)-N-(4-(methylthio)benzyl)-4-(6-(4-(trifluoromethyl)phenyl)thieno[3,2-d]pyrimidin-4-yl)piperazine-2-carboxamide CSC1=CC=C(CNC(=O)[C@H]2NCCN(C2)C=2C3=C(N=CN2)C=C(S3)C3=CC=C(C=C3)C(F)(F)F)C=C1